(E)-tert-butyl((3-iodobut-2-en-1-yl)oxy)dimethylsilane Ethyl-(Z)-3-iodobut-2-enoate C(C)OC(\C=C(\C)/I)=O.C(C)(C)(C)[Si](C)(C)OC\C=C(/C)\I